ethyl 3-(3,4-difluoro-2-methoxy-phenyl)-5-(difluoromethyl)-4,5-dimethyl-tetrahydrofuran-2-carboxylate FC=1C(=C(C=CC1F)C1C(OC(C1C)(C)C(F)F)C(=O)OCC)OC